FC(OC1=CC=CC=2C(N([C@H]3C=4N([C@@H](C21)C3)C3=C(N4)C=CC(=C3)C#C[C@H](C)NC(OC(C)(C)C)=O)C([2H])([2H])[2H])=O)F tert-butyl ((S)-4-((7R,14R)-1-(difluoromethoxy)-6-(methyl-d3)-5-oxo-5,6,7,14-tetrahydro-7,14-methanobenzo[f]benzo[4,5]imidazo[1,2-a][1,4]diazocin-11-yl)but-3-yn-2-yl)carbamate